COC(=O)C(C1=CC=C(C=C1)Br)=O 4-bromobenzoylformic acid methyl ester